N1=C(C=CC=C1)N1C(C=2C(NC=CC2C=C1)=O)=O (pyridin-2-yl)-2,7-naphthyridine-1,8(2H,7H)-dione